2-(3,5-difluorophenyl)-N-[2-(4,4-difluoro-1-piperidyl)-6-(7,8-dihydro-5H-1,6-naphthyridin-6-yl)-4-methyl-3-pyridyl]acetamide FC=1C=C(C=C(C1)F)CC(=O)NC=1C(=NC(=CC1C)N1CC=2C=CC=NC2CC1)N1CCC(CC1)(F)F